3-[tert-butoxycarbonyl(methyl)amino]-4-[4-(oxetan-3-yl)piperazin-1-yl]-4-oxo-butanoic acid C(C)(C)(C)OC(=O)N(C(CC(=O)O)C(=O)N1CCN(CC1)C1COC1)C